(S)-N-(4-cyano-2,3-dihydro-1H-inden-1-yl)-2-methylpropan-2-sulfonamide C(#N)C1=C2CC[C@@H](C2=CC=C1)NS(=O)(=O)C(C)(C)C